N-tert-butyl(1-((4-(6-(5-fluoropyridin-3-yl)pyrazin-2-yl)benzamido)methyl)cyclobutyl)carbamate C(C)(C)(C)N(C([O-])=O)C1(CCC1)CNC(C1=CC=C(C=C1)C1=NC(=CN=C1)C=1C=NC=C(C1)F)=O